O[C@H](CN1CCN(CCN(CC1)C[C@H](C)O)CC=1C=C(CP(OCC)(OCC)=O)C=CC1O)C diethyl (3-((4,7-bis((S)-2-hydroxypropyl)-1,4,7-triazonan-1-yl)methyl)-4-hydroxybenzyl)phosphonate